BrC=1C=C(C=CC1F)C1=C(C(=C(C(=C1[2H])[2H])[2H])[2H])[2H] 3-bromo-4-fluoro-1,1'-biphenyl-2',3',4',5',6'-d5